COC1=NC2=CN=CC=C2C=C1C1=CN=C(O1)[C@H](CCCCCC(CC)=O)NC(=O)C1=NOC2(C1)CCN(CC2)C (S)-N-(1-(5-(2-Methoxy-1,7-naphthyridin-3-yl)oxazol-2-yl)-7-oxononyl)-8-methyl-1-oxa-2,8-diazaspiro[4.5]dec-2-en-3-carboxamid